FC([C@H]1N(C(SC1)=C=O)C=1N=C2N(CCOC3=C2C=CC(=C3)N[C@H](C(=O)N)C)C1)F (S)-2-((2-((R)-4-(difluoromethyl)-2-carbonylthiazolidine-3-yl)-5,6-dihydrobenzo[f]imidazo[1,2-d][1,4]oxazepin-9-yl)amino)propanamide